N1(C=NC=C1)[C@H](COC)C=1NC(=NN1)C=1N(C2=C(C(=C(C=C2C1N1C=NC=C1)OC)Cl)F)C (S)-2-(5-(1-(1H-imidazol-1-yl)-2-methoxyethyl)-4H-1,2,4-triazol-3-yl)-6-chloro-7-fluoro-3-(1H-imidazol-1-yl)-5-methoxy-1-methyl-1H-indole